di-tert-butyl ((4R)-2-(((tert-butyldiphenylsilyl)oxy)methyl)-5-(1,3-dioxoisoindolin-2-yl)pentane-1,4-diyl)dicarbamate [Si](C1=CC=CC=C1)(C1=CC=CC=C1)(C(C)(C)C)OCC(CNC(OC(C)(C)C)=O)C[C@H](CN1C(C2=CC=CC=C2C1=O)=O)NC(OC(C)(C)C)=O